NC(C(=O)O)CC1=CC=C(C=C1)C=1C(=CC=CC1)C1=CC=CC=C1 2-amino-3-[1,1':2',1''-terphenyl-4-yl]propionic acid